p-mentha-2,8-dien-1-ol C1(C=CC(CC1)C(=C)C)(C)O